N1C(=CC2=CC=CC=C12)C(=O)N1[C@@H]([C@@H]2[C@H](C1)CCC2)C(=O)O (1S,3aR,6aS)-2-(1H-indole-2-carbonyl)-hexahydro-1H-cyclopenta[c]pyrrole-1-carboxylic acid